C(#N)C1=CC=C(C=C1)S(=O)(=O)[N-]C(C(C)(C)OC1=CC(=CC=C1)N1C[C@H](CCC1)C(N(CC1=CC=C(C=C1)C=1SC=CC1)C1CC1)=O)=O (S)-((4-Cyanophenyl)sulfonyl)(2-(3-(3-(cyclopropyl(4-(thiophen-2-yl)benzyl)carbamoyl)piperidin-1-yl)phenoxy)-2-methylpropanoyl)amide